ClC=1C=C(C=CC1Cl)C(CN1C(=C(C(=C1)C(=O)OCC)C(F)(F)F)C(=O)OCC)=O Diethyl 1-[2-(3,4-dichlorophenyl)-2-oxoethyl]-3-(trifluoromethyl)-1H-pyrrole-2,4-dicarboxylate